tert-butyl 4-(2-(2,3-dihydrobenzo[b][1,4]dioxin-6-yl)acetyl)piperidine-1-carboxylate O1C2=C(OCC1)C=C(C=C2)CC(=O)C2CCN(CC2)C(=O)OC(C)(C)C